[Si](C1=CC=CC=C1)(C1=CC=CC=C1)(C(C)(C)C)OC([C@]12C[C@](CN2C(CC1)=O)([2H])F)([2H])[2H] (6S,7aR)-7a-(((tert-butyldiphenylsilyl)oxy)methyl-d2)-6-fluorohexahydro-3H-pyrrolizin-3-one-6-d